(R)-4-methyl-5-(4-((6-(3-methyl-1,2,4-oxadiazol-5-yl)pyridin-3-yl)methyl)piperazin-2-yl)isobenzofuran-1(3H)-one CC1=C2COC(C2=CC=C1[C@H]1NCCN(C1)CC=1C=NC(=CC1)C1=NC(=NO1)C)=O